ethyl 1-(4-methoxyphenyl)-5-methyl-1H-1,2,3-triazole-4-carboxylate COC1=CC=C(C=C1)N1N=NC(=C1C)C(=O)OCC